C(C)(C)(C)OC(=O)N1CC2=CC=CC(=C2CN1C(=O)OC(C)(C)C)I 5-Iodo-1,4-dihydro-phthalazine-2,3-dicarboxylic acid di-tert-butyl ester